4-[3-(1,4-dioxaspiro[4.5]dec-7-en-8-yl)phenyl]thiazol-2-amine O1CCOC12CC=C(CC2)C=2C=C(C=CC2)C=2N=C(SC2)N